8-{(3R,5S)-5-methyl-1-[2-(1-methyl-piperidin-4-yl)-acetyl]-piperidin-3-yl}-quinoxaline-5-carbonitrile C[C@H]1C[C@@H](CN(C1)C(CC1CCN(CC1)C)=O)C1=CC=C(C=2N=CC=NC12)C#N